BrC1=CN=C2C(=NC(=NN21)S(=O)(=O)C)NCC2=NC1=C(N2)C=CC(=C1)F 7-bromo-N-[(5-fluoro-1H-benzimidazol-2-yl)methyl]-2-(methylsulfonyl)imidazo[2,1-f][1,2,4]triazin-4-amine